FC1=C(C=CC=C1)C1=NN(C2=CC(=CC=C12)C(=O)N1CCC(CC1)N1C(C2=CC=CC=C2C1)=O)C 2-(1-(3-(2-fluorophenyl)-1-methyl-1H-indazole-6-carbonyl)piperidin-4-yl)isoindolin-1-one